Tert-Butyl 1-[[2-(trifluoromethyl)phenyl]methyl]-1H,4H,5H,6H,7H-imidazo[4,5-c]pyridine-5-carboxylate FC(C1=C(C=CC=C1)CN1C=NC=2CN(CCC21)C(=O)OC(C)(C)C)(F)F